NCCN(C1=C(C(=C(C(=N1)SC(C(=O)N)C1=CC=CC=C1)C#N)C1CC1)C#N)C 2-((6-((2-aminoethyl)(methyl)amino)-3,5-dicyano-4-cyclopropylpyridin-2-yl)thio)-2-phenylacetamide